6-(1-(1-propenylpyrrolidin-3-yl)-5-aminoimidazo[1,5-c]pyrimidin-3-yl)-N-(4-cyclopropylpyridin-2-yl)nicotinamide C(=CC)N1CC(CC1)C=1N=C(N2C(=NC=CC21)N)C2=NC=C(C(=O)NC1=NC=CC(=C1)C1CC1)C=C2